methyl (R)-6-chloro-3-((1-(3,6-dimethyl-2-(3-methyloxetan-3-yl)-4-oxo-3,4-dihydroquinazolin-8-yl)ethyl)amino)picolinate ClC1=CC=C(C(=N1)C(=O)OC)N[C@H](C)C=1C=C(C=C2C(N(C(=NC12)C1(COC1)C)C)=O)C